(5-((6-((S)-3-benzylisoxazolidin-2-yl)pyrimidin-4-yl)amino)-2-((1S,4S)-2-oxa-5-azabicyclo[2.2.1]hept-5-yl)-4-methoxyphenyl)acrylamide C(C1=CC=CC=C1)[C@@H]1N(OCC1)C1=CC(=NC=N1)NC=1C(=CC(=C(C1)C(C(=O)N)=C)N1[C@@H]2CO[C@H](C1)C2)OC